C1(=CC=CC=C1)C1=NC(=CC=C1)C1=C(C=CC=C1)C#CC1=CC=CC=C1 2-phenyl-6-(2-(phenylethynyl)phenyl)pyridine